2-ethynyl-1-methyl-1H-benzo[d]imidazole C(#C)C1=NC2=C(N1C)C=CC=C2